COC1=C2C(NC(=NC2=CC(=C1)OC)C1=CC(=C(OCCOC(NC2C3C(OC2)C(CO3)O[N+](=O)[O-])=O)C(=C1)C)C)=O (6-nitrooxy-hexahydrofuro[3,2-b]furan-3-yl)-carbamic acid 2-[4-(5,7-dimethoxy-4-oxo-3,4-dihydro-quinazolin-2-yl)-2,6-dimethyl-phenoxy]-ethyl ester